N-tert-butyl-4-[[2-(3,5-difluorophenyl)acetyl]amino]pyridine-2-carboxamide C(C)(C)(C)NC(=O)C1=NC=CC(=C1)NC(CC1=CC(=CC(=C1)F)F)=O